8-Hydroxy-7-(5H-imidazo[5,1-a]isoindol-5-yl)-5,6,7,8-tetrahydrochinolin-3-carbonitril OC1C(CCC=2C=C(C=NC12)C#N)C1N2C(C3=CC=CC=C13)=CN=C2